4-(2-(4-Bromo-2H-1,2,3-triazol-2-yl)ethyl)morpholine tert-butyl-N-[2-[(6-bromo-4-methyl-3-pyridyl)sulfonylamino]-3-methyl-phenyl]carbamate C(C)(C)(C)OC(NC1=C(C(=CC=C1)C)NS(=O)(=O)C=1C=NC(=CC1C)Br)=O.BrC1=NN(N=C1)CCN1CCOCC1